N-(4-(5-(difluoromethyl)-1,3,4-oxadiazol-2-yl)-2-fluorobenzyl)-3,4-dichlorophenylamine FC(C1=NN=C(O1)C1=CC(=C(CNC2=CC(=C(C=C2)Cl)Cl)C=C1)F)F